CC=1C(NN=CC1CCCN1CC2(C1)CC(C2)CC=2C=CC=1N(C2C(F)(F)F)C(=NC1)C)=O 4-methyl-5-(3-(6-((3-methyl-5-(trifluoromethyl)imidazo[1,5-a]pyridin-6-yl)methyl)-2-azaspiro[3.3]heptan-2-yl)propyl)pyridazin-3(2H)-one